1,3,5-tris(5-cyclohexyl-valerylamino)benzene C1(CCCCC1)CCCCC(=O)NC1=CC(=CC(=C1)NC(CCCCC1CCCCC1)=O)NC(CCCCC1CCCCC1)=O